3-(bis{2-[(tert-butyl)bis(methyl)siloxy]dodecyl}amino)propyl (S)-4-[p-(benzyloxy)phenyl]-2-[4-(bis{2-[(tert-butyl)bis(methyl)siloxy]dodecyl}amino) butyrylamino]butyrate C(C1=CC=CC=C1)OC1=CC=C(C=C1)CC[C@@H](C(=O)OCCCN(CC(CCCCCCCCCC)O[Si](C(C)(C)C)(C)C)CC(CCCCCCCCCC)O[Si](C)(C)C(C)(C)C)NC(CCCN(CC(CCCCCCCCCC)O[Si](C(C)(C)C)(C)C)CC(CCCCCCCCCC)O[Si](C)(C)C(C)(C)C)=O